5-((3-(2-cyclopropylethyl)-3-(ethoxy-methyl)pyrrolidin-1-yl)methyl)-2-methylpyridine C1(CC1)CCC1(CN(CC1)CC=1C=CC(=NC1)C)COCC